C(C1=CC=CC=C1)C1(C(=C2C=CC=CC2=CC1)C=1C(=CC=C2C=CC=CC12)N)N 2-benzyl-[1,1'-binaphthyl]-2,2'-diamine